tert-butyl 4-(3-amino-5-fluorobenzyl)piperazine-1-carboxylate NC=1C=C(CN2CCN(CC2)C(=O)OC(C)(C)C)C=C(C1)F